(2R,3R,4S,5S)-2-(4-Amino-7H-pyrrolo[2,3-d]pyrimidin-7-yl)-5-((((2-(3,4-dimethoxyphenyl)-4-methyl-6-phenylpyrimidin-5-yl)methyl)thio)methyl)tetrahydrofuran-3,4-diol NC=1C2=C(N=CN1)N(C=C2)[C@@H]2O[C@@H]([C@H]([C@H]2O)O)CSCC=2C(=NC(=NC2C2=CC=CC=C2)C2=CC(=C(C=C2)OC)OC)C